C(N)(=O)[C@H]1N2C(N([C@H](CC1)C2)OS(=O)(=O)OCC(C(=O)OC(C)C)(C)COC(C(C)C)=O)=O isopropyl 3-(((((2S,5R)-2-carbamoyl-7-oxo-1,6-diazabicyclo[3.2.1]octane-6-yl) oxy) sulfonyl) oxy)-2-((isobutyryloxy) methyl)-2-methylpropionate